ClC=1C=C2C=C(C(=NC2=C(C1)F)C=1C(=NN(C1)C)C)C#N 6-chloro-2-(1,3-dimethyl-1H-pyrazol-4-yl)-8-fluoroquinoline-3-carbonitrile